CC1=CC=C(C=C1)S(=O)(=O)OC1=CC(=C(C(=C1)OCC1=NC=CC=N1)C=O)OS(=O)(=O)C1=CC=C(C=C1)C 4-formyl-5-(pyrimidin-2-ylmethoxy)-1,3-phenylene bis(4-methylbenzene-sulfonate)